amino-4-cyclopentylpiperazine NN1CCN(CC1)C1CCCC1